3-(3-(2,6-dicyanophenyl-1-((4-(difluoro-methyl)phenyl)sulfonyl)-5-fluoro-1H-indol-2-yl)phenyl)cyclohexane-1-carboxylate C(#N)C1=C(C(=CC=C1)C#N)C1=C(N(C2=CC=C(C=C12)F)S(=O)(=O)C1=CC=C(C=C1)C(F)F)C=1C=C(C=CC1)C1CC(CCC1)C(=O)[O-]